N-(4-(4-amino-1-isopropyl-7-((1r,4r)-4-((2-methoxyethyl)amino)cyclohexyl)-1H-pyrazolo[4,3-c]pyridin-3-yl)-2,5-difluorophenyl)-2-fluoro-5-propoxybenzenesulfonamide NC1=NC=C(C2=C1C(=NN2C(C)C)C2=CC(=C(C=C2F)NS(=O)(=O)C2=C(C=CC(=C2)OCCC)F)F)C2CCC(CC2)NCCOC